OCCCC1CC(N(C1)C(=O)OC(C)(C)C)(C)C tert-Butyl 4-(3-hydroxypropyl)-2,2-dimethyl-pyrrolidine-1-carboxylate